[1,3]Dioxole-5-carbaldehyde O1COC=C1C=O